methyl 4-(1-((R)-4-((4'-carbamoyl-2'-methyl-[1,1'-biphenyl]-3-yl)methyl)morpholine-3-carboxamido)ethyl)-2,6-difluorobenzoate C(N)(=O)C1=CC(=C(C=C1)C1=CC(=CC=C1)CN1[C@H](COCC1)C(=O)NC(C)C1=CC(=C(C(=O)OC)C(=C1)F)F)C